N-(4-chlorobenzyl)-4-fluoro-N-methylbenzamide ClC1=CC=C(CN(C(C2=CC=C(C=C2)F)=O)C)C=C1